O1CC(CCC1)C1=NNC2=CC=CC(=C12)B1OC(C(O1)(C)C)(C)C tetrahydropyran-3-yl-4-(4,4,5,5-tetramethyl-1,3,2-dioxaborolan-2-yl)indazole